CC=1C=C(C(=O)OC2=C(C(=CC(=C2)Cl)C=NC(CC2=CC=C(C=C2)OC(C(C)C)=O)C(COC)=O)O)C=CC1 5-chloro-2-hydroxy-3-((1-(4-(isobutyryloxy)-phenyl)-4-methoxy-3-oxobutan-2-ylimino)-methyl)phenyl 3-meth-ylbenzoate